(6S)-4-(2-{[(4aS,7aR)-octahydro-1H-cyclopenta[b]pyridin-4a-yl]methoxy}-7-chloro-8-fluoro-5-methoxypyrido[4,3-d]pyrimidin-4-yl)-6-[(tert-butyldimethylsilyl)oxy]-6-methyl-1,4-oxazepane N1[C@H]2[C@@](CCC1)(CCC2)COC=2N=C(C1=C(N2)C(=C(N=C1OC)Cl)F)N1CCOC[C@@](C1)(C)O[Si](C)(C)C(C)(C)C